C(=O)OC=O diformyl ether